C(CCCCCCCCCCCCCCC)(=O)NCCNC(CCCCCCCCCCCCCCC)=O Dipalmitoylethylenediamine